(4-oxo-1-phenyl-1,4,5,6,7,8-hexahydrocyclohepta[b]pyrrol-2-yl)(phenyl)methyl benzoate C(C1=CC=CC=C1)(=O)OC(C1=CC=CC=C1)C1=CC2=C(N1C1=CC=CC=C1)CCCCC2=O